FC=1C=CC(=C(C1)N1CCN(CC1)C(CO)=O)[N+](=O)[O-] 1-(4-(5-fluoro-2-nitrophenyl)piperazin-1-yl)-2-hydroxyethan-1-one